C(C)(C)(C)OC(=O)N1[C@H](CN(C[C@@H]1C)C=1C=2N(C=C(C1)S(NC1(CC1)C)(=O)=O)C(=NC2F)C=2SC(=NN2)C(F)F)C tert-butyl-(2S,6S)-4-(3-(5-(difluoromethyl)-1,3,4-thiadiazol-2-yl)-1-fluoro-6-(N-(1-methylcyclopropyl)sulfamoyl)imidazo[1,5-a]pyridin-8-yl)-2,6-dimethylpiperazine-1-carboxylate